3-bromo-2-(chloromethyl)-6-fluoro-1-methyl-8-(2-((tetrahydro-2H-pyran-2-yl)oxy)ethyl)quinolin-4(1H)-one BrC1=C(N(C2=C(C=C(C=C2C1=O)F)CCOC1OCCCC1)C)CCl